N-(1-cyclopropylpyrrolidin-3-yl)-2-(12-isopropyl-9-oxo-3-thia-1,10,11-triazatricyclo[6.4.0.02,6]dodeca-2(6),4,7,11-tetraen-10-yl)acetamide C1(CC1)N1CC(CC1)NC(CN1C(C2=CC=3C=CSC3N2C(=N1)C(C)C)=O)=O